1-(4-Methylphenyl)-3-[5-[7-(3-morpholin-4-ylpropoxy)quinazolin-4-yl]sulfonyl-1,3,4-thiadiazol-2-yl]urea CC1=CC=C(C=C1)NC(=O)NC=1SC(=NN1)S(=O)(=O)C1=NC=NC2=CC(=CC=C12)OCCCN1CCOCC1